N1(CCC[C@H]2CCCC[C@H]12)C([C@@H](CO)NCC1=C(C=C(C=C1)OC)F)=O (2R)-1-[(4aR,8aS)-3,4,4a,5,6,7,8,8a-octahydro-2H-quinolin-1-yl]-2-[(2-fluoro-4-methoxy-phenyl)methylamino]-3-hydroxy-propan-1-one